NC(C#N)C=1C=NN(C1OCC1=CC=CC=C1)C 2-amino-2-(5-benzyloxy-1-methyl-pyrazol-4-yl)acetonitrile